4-(1,6-Diazaspiro[3.4]octan-6-yl)-1H-pyrrolo[2,3-b]pyridine-5-carbonitrile N1CCC12CN(CC2)C2=C1C(=NC=C2C#N)NC=C1